tetrahydropyrimidineCarboxylic acid N1C(NCC=C1)C(=O)O